CC(CCCC=C)=C(C)C 6,7-dimethyl-1,6-octadiene